4-(benzyloxy)-3-(2-cyclopropylethoxy)benzaldehyde C(C1=CC=CC=C1)OC1=C(C=C(C=O)C=C1)OCCC1CC1